COCOC1=C(C=CC=C1)C=1N=NC2=CC(=CC=C2C1)C1CC2(CC(C2)C=O)C1 6-{3-[2-(methoxymethoxy)phenyl]cinnolin-7-yl}spiro[3.3]heptane-2-carbaldehyde